chloro-5-(2-fluoroethoxy)-7H-pyrrolo[2,3-d]pyrimidine ClC=1N=CC2=C(N1)NC=C2OCCF